ClC=1C(=NC(=C(C(=O)NC2=CC(=NC=C2)S(N)(=O)=O)C1)N1CCC(CCC1)(F)F)C1CCC1 5-chloro-6-cyclobutyl-2-(4,4-difluoroazepan-1-yl)-N-(2-sulfamoylpyridin-4-yl)-nicotinamide